C(CCCCC)(=O)OCCCCCCCCCCC n-undecyl caproate